5-(azetidin-3-ylamino)-N-(1-(3'-chloro-5-(1-methyl-1H-pyrazol-4-yl)-[1,1'-biphenyl]-3-yl)ethyl)-2-methylbenzamide N1CC(C1)NC=1C=CC(=C(C(=O)NC(C)C=2C=C(C=C(C2)C=2C=NN(C2)C)C2=CC(=CC=C2)Cl)C1)C